7-chloro-3-(2-(pyridin-4-yl)ethyl)quinazolin-4(3H)-one ClC1=CC=C2C(N(C=NC2=C1)CCC1=CC=NC=C1)=O